OCC1(CCN(CC1)C=1C=CC=2C(=NC(=CN2)NCC2=C3C(=CNC3=C(C=C2)OC)C)N1)CO [4-(hydroxymethyl)-1-(3-{[(7-methoxy-3-methyl-1H-indol-4-yl)methyl]amino}pyrido[2,3-b]pyrazin-6-yl)piperidin-4-yl]methanol